N1=CC=C(C=C1)CNC(C=1C(C(=O)N)=CC=CC1)=O N2-(pyridin-4-ylmethyl)phthalic acid diamide